trimethylhexadecahydro-1H-cyclopenta[a]phenanthren CC1C(C2C3CCC4CCCC4C3CCC2CC1)(C)C